(R)-7-Methyl-2-((7-methylcinnolin-6-yl)amino)-9-(tetrahydro-2H-pyran-3-yl)-7,9-dihydro-8H-purin-8-on CN1C(N(C2=NC(=NC=C12)NC=1C=C2C=CN=NC2=CC1C)[C@H]1COCCC1)=O